BrC1=CC2=C(N(C(=N2)[C@@H]2CCC(N2)=O)C2CCC(CC2)(F)F)C=C1 (S)-5-(5-bromo-1-(4,4-difluorocyclohexyl)-1H-benzo[d]imidazol-2-yl)pyrrolidin-2-one